N-(1-(1H-indol-3-yl)hexane-2-yl)-7-(4-methylpiperazin-1-yl)benzo[b]thiophene-2-carboxamide N1C=C(C2=CC=CC=C12)CC(CCCC)NC(=O)C1=CC2=C(S1)C(=CC=C2)N2CCN(CC2)C